BrCCOC1=CC(=C(C=C1)Cl)Cl (2-bromoethoxy)-3,4-dichlorobenzene